N-octadecyl-2-cyano-3-tert-butylcarbonyloxy-pyridin-4-one C(CCCCCCCCCCCCCCCCC)N1C(=C(C(C=C1)=O)OC(=O)C(C)(C)C)C#N